C(C)(C)(C)[C@@H]1CC=2C=C3C(=NC2CC1)SC(=C3)C(=O)N[C@H](CCN3CCCCC3)C3=CC=C(C=C3)C=3C(=NC(=CC3)O)C (6S)-6-tert-butyl-N-{(1R)-1-[4-(6-hydroxy-2-methylpyridin-3-yl)phenyl]-3-piperidin-1-ylpropyl}-5,6,7,8-tetrahydrothieno[2,3-b]quinoline-2-carboxamide